C1=NC=C(C2=CC=CC=C12)N1C(N(C[C@@H]1C#N)C1=CC(=NC=C1C)C(F)(F)F)=O (R)-3-(isoquinolin-4-yl)-1-(5-methyl-2-(trifluoromethyl)pyridin-4-yl)-2-oxoimidazoline-4-carbonitrile